CO[C@@H]1CC[C@H](CC1)COC1=C(C=C(C=N1)S(=O)(=O)N)C(F)(F)F 6-((trans-4-methoxycyclohexyl)methoxy)-5-(trifluoromethyl)pyridine-3-sulfonamide